(4,5,6,7-tetrahydro-1H-pyrazolo[4,3-c]pyridin-3-yl)methanone Tert-butyl-3-[tert-butyl(dimethyl)silyl]oxy-4-(4-iodopyrazol-1-yl)piperidine-1-carboxylate C(C)(C)(C)OC(=O)N1CC(C(CC1)N1N=CC(=C1)I)O[Si](C)(C)C(C)(C)C.N1N=C(C=2CNCCC21)C=O